C1=CC=C(C=C1)N2C=CC=C2 Phenylpyrrole